2-[[5-[5-(2-cyano-2-methyl-propoxy)-2-(difluoromethoxy)-4-pyridyl]pyrazolo[1,5-a]pyridin-2-yl]amino]-N-(2-hydroxy-2-methyl-propyl)-6-methyl-pyridine-4-carboxamide C(#N)C(COC=1C(=CC(=NC1)OC(F)F)C1=CC=2N(C=C1)N=C(C2)NC2=NC(=CC(=C2)C(=O)NCC(C)(C)O)C)(C)C